CC1=CC=C(C=C1)SC=1C=C2CCC[C@H](C2=CC1)CNC=1C=NC=CC1C(=O)O 3-({[(1R)-6-[(4-methylphenyl)thio]-1,2,3,4-tetrahydronaphthalen-1-yl]methyl}amino)pyridine-4-carboxylic acid